1-(3-cyano-4-cyclohexyloxy-phenyl)-imidazole-4-carboxylic acid C(#N)C=1C=C(C=CC1OC1CCCCC1)N1C=NC(=C1)C(=O)O